N1-(2-(dimethylamino)ethyl)-N1-methyl-N4-(4-(7-methyl-1H-indol-3-yl)pyrimidin-2-yl)benzene-1,2,4-triamine CN(CCN(C=1C(=CC(=CC1)NC1=NC=CC(=N1)C1=CNC2=C(C=CC=C12)C)N)C)C